N1=CN=CC=2NC(CNC12)=O 7,8-dihydropteridine-6(5H)-one